FC1=C2C=CN(C2=C(C=C1)C(=O)NC1CC2(CCC2)C1)CC1=CC=C(C=C1)C1=CC=NC=C1 (Sa)-6-(4-Fluoro-1-(4-(pyridin-4-yl)benzyl)-1H-indol-7-carboxamido)spiro[3.3]heptan